C(C)C(C(=O)O)(CC(=O)N1CC2=CC(=C(C(=C2C1)F)OCCCOC=1C(=C2CN(CC2=CC1OC)C(CCC(=O)O)=O)F)OC)CC diethyl-4,4'-((propane-1,3-diylbis(oxy))bis(4-fluoro-6-methoxyisoindoline-5,2-diyl))bis(4-oxobutanoic acid)